4-Amino-pyridazin NC1=CN=NC=C1